NCCCN1C=C(C2=CC=CC=C12)C=1C(NC(C1C1=CN(C2=CC=C(C=C12)OCCC)C)=O)=O 3-[1-(3-aminopropyl)indol-3-yl]-4-(1-methyl-5-propoxylindol-3-yl)-1H-pyrrole-2,5-dione